BrC=1C=C(C=C2C(=CC(OC12)=S)O)C(F)(F)F 8-bromo-4-hydroxy-6-(trifluoromethyl)chromene-2-thione